C1=CC=C2C=3C(CC4N(C13)CCN(C4)CCCCOC4=CC=C1CCC(NC1=C4)=O)=CS2 7-(4-(6a,7,9,10-Tetrahydropyrazino[1,2-a]Thieno[4,3,2-De]Quinolin-8(6H)-Yl)Butoxy)-3,4-Dihydroquinolin-2(1H)-One